7-(4-Fluoro-2-methylsulfonyl-phenoxy)-2-azaspiro[3.5]nonane FC1=CC(=C(OC2CCC3(CNC3)CC2)C=C1)S(=O)(=O)C